Cl.C(C)(OCC)=N ethyl acetimidate hydrochloric acid salt